N1N=CC=2C1=NC(=CN2)N[C@@H](C)C=2C=C(C=CC2)NC(C2=CN=CC(=C2)C)=O (S)-N-(3-(1-((1H-pyrazolo[3,4-b]pyrazin-6-yl)amino)ethyl)phenyl)-5-methylnicotinamide